COC=1C=C(C=CC1OC)C=1NC2=CC=C(C=C2C1C(C)C)C1CCN(CC1)C(CN1C[C@H](CCC1)C(=O)N1CCN(CC1)CCN1CCCC1)=O (S)-1-(4-(2-(3,4-dimethoxyphenyl)-3-isopropyl-1H-indol-5-yl)piperidin-1-yl)-2-(3-(4-(2-(pyrrolidin-1-yl)ethyl)piperazine-1-carbonyl)piperidin-1-yl)ethan-1-one